calcium 2,5-dihydroxybenzenesulfonate monohydrate O.OC1=C(C=C(C=C1)O)S(=O)(=O)[O-].[Ca+2].OC1=C(C=C(C=C1)O)S(=O)(=O)[O-]